diethylene glycol bis(2-chloroethyl) ether ClCCOCCOCCOCCCl